C(C1=CC=CC=C1)OC(=O)N[C@@H](CC(N)=O)C(=O)NCC(=O)O Benzyloxycarbonyl-L-asparaginylglycine